C(N)(OC1=NC=2C=C(C=CC2C2=C1C=NN2C)Cl)=O (7-chloro-1-methyl-1H-pyrazolo[4,3-c]quinolin-4-yl) carbamate